C(C)(C)(C)OC(=O)N1CCC(CC1)[C@H](C1=CC=CC=C1)N1N=C(N=N1)COC |r| (R/S)-4-((5-(methoxymethyl)-2H-tetrazol-2-yl)(phenyl)methyl)piperidine-1-carboxylic acid tert-butyl ester